C1(CCC(N1C(C(=O)[O-])CCCCNC(CCSSC1=NC=CC=C1)=O)=O)=O succinimidyl-6-[3-(2-pyridyldithio)propionamido]hexanoate